FC(C1=CC=C(CSC=2OC3=C(N2)C=C(C=C3)C#N)C=C1)(F)F ((4-(trifluoromethyl)benzyl)thio)benzo[d]oxazole-5-carbonitrile